2-phenyl-3-[[1-[2-(2H-tetrazol-5-yl)phenyl]-4-piperidyl]methyl]quinazolin-4-one C1(=CC=CC=C1)C1=NC2=CC=CC=C2C(N1CC1CCN(CC1)C1=C(C=CC=C1)C=1N=NNN1)=O